NC(COC(CN(CCCC(=O)OCCCCCCCCCC)CCCC(=O)OC(CCCCCCCC)CCCCCCCC)=O)(CO)CO decyl 4-((2-(2-amino-3-hydroxy-2-(hydroxymethyl)propoxy)-2-oxoethyl)(4-(heptadecan-9-yloxy)-4-oxobutyl)amino)butanoate